C[Si](C=CC)(C=CC)C=CC methyltri(1-propenyl)silane